CC([C@H](N)C(=O)O)C(=O)O β-Methylaspartic acid